The molecule is an acyl-CoA(4-) arising from deprotonation of the phosphate and diphosphate functions of nonanoyl-CoA; major species at pH 7.3. It is a saturated fatty acyl-CoA(4-) and a medium-chain fatty acyl-CoA(4-). It is a conjugate base of a nonanoyl-CoA. CCCCCCCCC(=O)SCCNC(=O)CCNC(=O)[C@@H](C(C)(C)COP(=O)([O-])OP(=O)([O-])OC[C@@H]1[C@H]([C@H]([C@@H](O1)N2C=NC3=C(N=CN=C32)N)O)OP(=O)([O-])[O-])O